N-(2,4-difluoro-3-(7-fluoro-3-(1H-imidazol-2-yl)-1H-indazol-6-yl)phenyl)-3-hydroxy-2-methylbenzene-sulfonamide FC1=C(C=CC(=C1C1=CC=C2C(=NNC2=C1F)C=1NC=CN1)F)NS(=O)(=O)C1=C(C(=CC=C1)O)C